(3-chloro-5-fluoro-2-pyridinyloxy)benzoic acid ClC=1C(=NC=C(C1)F)OC1=C(C(=O)O)C=CC=C1